2-propyl-2-butendioic acid C(CC)C(C(=O)O)=CC(=O)O